ClC=1N=C(C2=C(N1)COC2)NC2=CC(=CC=C2)NS(=O)(=O)C2CC2 2-Chloro-N4-[3-(cyclopropylsulfonamido)phenyl]-5,7-dihydrofuro[3,4-d]pyrimidine-4-amine